ClC1=CC(=C(OCC2=NC=CC(=C2)OC2CCN(CC2)C(=O)OC(C)(C)C)C=C1)C(=O)OC tert-Butyl 4-((2-((4-chloro-2-(methoxycarbonyl)phenoxy)methyl)pyridin-4-yl)oxy)piperidine-1-carboxylate